(S)-1-benzyl-4-fluoro-N-(5-methyl-4-oxo-7-(7-oxa-2-azaspiro[3.5]non-2-yl)-2,3,4,5-tetrahydrobenzo[b][1,4]oxazepin-3-yl)-1H-pyrazole-3-carboxamide C(C1=CC=CC=C1)N1N=C(C(=C1)F)C(=O)N[C@@H]1C(N(C2=C(OC1)C=CC(=C2)N2CC1(C2)CCOCC1)C)=O